CN(CCN1N=NC(=C1)C1=CC=C(CN2C3=NC(=NC=C3NC2=O)C2=C(C=CC=C2)C(C)C)C=C1)C 9-(4-(1-(2-(dimethylamino)ethyl)-1H-1,2,3-triazol-4-yl)benzyl)-2-(2-isopropylphenyl)-7,9-dihydro-8H-purin-8-one